C(C)(C)(C)OC(=O)N1C(CCCC1)CCC(=O)O 3-[1-[(tert-butoxy)carbonyl]piperidin-2-yl]propionic acid